1-cyclopentyl-5-{3-[3-fluoro-4-(trifluoromethyl)phenyl]-1,2,4-oxadiazol-5-yl}-1H-1,2,3-benzotriazole C1(CCCC1)N1N=NC2=C1C=CC(=C2)C2=NC(=NO2)C2=CC(=C(C=C2)C(F)(F)F)F